CN1N=C(C(=C1C)C(=O)N1CCC2(C(C2)CNC(=O)N2CC=3C=NC=CC3C2)CC1)C N-[[6-(1,3,5-trimethylpyrazole-4-carbonyl)-6-azaspiro[2.5]octan-2-yl]methyl]-1,3-dihydropyrrolo[3,4-c]pyridine-2-carboxamide